N[C@H](C(=O)O)CC1=CC=C(C=C1)C=1C=CC2=C(OCC(N2)=O)C1 (S)-2-amino-3-(4-(3-oxo-3,4-dihydro-2H-benzo[b][1,4]oxazin-7-yl)phenyl)propanoic acid